C(CCC)C(C(=O)OCCCCCCC(=O)OCC1=CC(=CC(=C1)CO)COC(CCC(OCCC#CCCCC)OCCC#CCCCC)=O)CCCCCC 7-((3-(((4,4-bis(oct-3-yn-1-yloxy)butanoyl)oxy)methyl)-5-(hydroxymethyl)benzyl)oxy)-7-oxoheptyl 2-butyloctanoate